CSC1=CC=C(C=C1)C(C=CC1=C(C(=C(C(=C1)C)C(=O)OC(C)(C)C)C)OC(C)C)=O 1-[4-methylthiophenyl]-3-[3,5-dimethyl-4-t-butoxycarbonyldimethylmethoxyphenyl]prop-2-en-1-one